monosodium magnesium salt [Mg].[Na]